ClC=1C=CC(=NC1)C1=CC=C(N1C1=C(C=CC=C1)C(F)(F)F)C1=CC=C(C(=O)NCCCN(C)C)C=C1 4-[5-(5-chloro-2-pyridinyl)-1-[2-(trifluoromethyl)phenyl]pyrrol-2-yl]-N-[3-(dimethylamino)propyl]-benzamide